3-((1-Ethyl-1H-imidazol-5-yl)methyl)-2-oxo-2,3-dihydro-1H-benzo[d]imidazole-5-carboxylic acid methyl ester COC(=O)C1=CC2=C(NC(N2CC2=CN=CN2CC)=O)C=C1